benzyl 2-((tetrahydro-2H-pyran-4-yl)methyl)hydrazine-1-carboxylate O1CCC(CC1)CNNC(=O)OCC1=CC=CC=C1